CN1N=C(N=C1)C=1C=C(C=CC1)NC(=O)C=1C=NN2C1N=C(C=C2)NC2CC1(C2)CCC1 N-(3-(1-methyl-1H-1,2,4-triazol-3-yl)phenyl)-5-(spiro[3.3]heptan-2-ylamino)pyrazolo[1,5-a]pyrimidine-3-carboxamide